C(CC)(=O)C(C(=O)O)C.C(CC)(=O)OC(CC)=O propionyl propionate (propanoyl propanoate)